ClC=1C=C(C(=O)N/N=C(\C)/C2=NC=CC=C2)C=CC1 (E)-3-chloro-N'-(1-(pyridin-2-yl)ethylidene)benzohydrazide